C(#N)N1CC=2N(N=C(C2C1)C)C1=CC=C(C(=O)N)C=C1 4-(5-cyano-3-methyl-5,6-dihydropyrrolo[3,4-c]pyrazol-1(4H)-yl)benzamide